BrC1=CC2=C([C@H](CO2)NC(CN2C(NC3=CC=C(C(=C3C2)Br)F)=O)=O)C(=C1)F |o1:5| rel-N-[(3R)-6-bromo-4-fluoro-2,3-dihydro-1-benzofuran-3-yl]-2-(5-bromo-6-fluoro-2-oxo-1,4-dihydroquinazolin-3-yl)acetamide